(S)-quinuclidin-3-yl (6-bromo-2,3-dihydro-1H-inden-1-yl)carbamate BrC1=CC=C2CCC(C2=C1)NC(O[C@@H]1CN2CCC1CC2)=O